tetramethyl-1,3-benzenedipropionate CC1=C(C(=C(C(=C1CCC(=O)[O-])C)CCC(=O)[O-])C)C